(R)-2-(1-(2-(tert-butyloxy)-2-oxoethyl)-2-methylpyrrolidin-2-yl)-6-fluoro-1-tosyl-1H-indole-4-carboxylic acid methyl ester COC(=O)C=1C=2C=C(N(C2C=C(C1)F)S(=O)(=O)C1=CC=C(C)C=C1)[C@@]1(N(CCC1)CC(=O)OC(C)(C)C)C